BrCCOCCOCCO 2-(2-(2-bromoethoxy)-ethoxy)ethan-1-ol